2-(4-hydroxypiperidin-1-yl)-9-trifluoromethyl-7H-pyrimido[5',4':3,4]cyclopenta[1,2-c]quinolin-7-one OC1CCN(CC1)C=1C=C2C3=C(C=NC2=CC1)C(C1=C3C=NC(=N1)C(F)(F)F)=O